4-bromomethyl-pyrazole BrCC=1C=NNC1